NC1=NN2C(C3=C(C(=C2C(=O)OC)OCC2=CC=CC=C2)C=CO3)=N1 methyl 2-amino-6-(benzyloxy)furo[2,3-c][1,2,4]triazolo[1,5-a]pyridine-5-carboxylate